5-Bromo-2-[3-(2,6-dimethylpiperidin-1-yl)propoxy]pyridin-3-amine BrC=1C=C(C(=NC1)OCCCN1C(CCCC1C)C)N